ethyl (S)-((3-(4-(2,2-dioxido-2-thia-7-azaspiro[3.5]nonan-7-yl)-3,5-difluorophenyl)-2-oxooxazolidin-5-yl)methyl)carbamate O=S1(CC2(C1)CCN(CC2)C2=C(C=C(C=C2F)N2C(O[C@H](C2)CNC(OCC)=O)=O)F)=O